C(C)(C)(C)OC(NC=S(=O)=O)=O sulfonyl-N-methyl-carbamic acid tert-butyl ester